C(C1=CC=CC=C1)N1C(=CC2=C(C=CC=C12)N1CCNCC1)C(F)(F)F 1-benzyl-4-(piperazin-1-yl)-2-(trifluoromethyl)-1H-indole